N-ethyl-2-((5-(2-(6-(ethyl-(methyl)amino)-2-methylhex-3-yl)-2,6-diazaspiro[3.4]oct-6-yl)-1,2,4-triazin-6-yl)oxy)-5-fluoro-N-isopropylbenzamide C(C)N(C(C1=C(C=CC(=C1)F)OC1=C(N=CN=N1)N1CC2(CN(C2)C(C(C)C)CCCN(C)CC)CC1)=O)C(C)C